2-isopropoxy-5-(3-(1-oxo-2,3-dihydro-1H-inden-4-yl)-1,2,4-oxadiazol-5-yl)benzonitrile C(C)(C)OC1=C(C#N)C=C(C=C1)C1=NC(=NO1)C1=C2CCC(C2=CC=C1)=O